C(C)(C)(C)OC(NCC1=CC(=CC(=C1)C=1C(=NNC1)C)F)=O 3-Fluoro-5-(3-methyl-1H-pyrazol-4-yl)benzyl-carbamic acid tert-butyl ester